C(C)(C)(C)OC(N(C(=O)OC(C)(C)C)C1=NC=CC(=C1F)CC=1C=NC=C(C1C)N)=O N-[4-[(5-amino-4-methyl-3-pyridinyl)methyl]-3-fluoro-2-pyridinyl]-N-t-butoxycarbonyl-carbamic acid tert-butyl ester